4,5,6-Trifluorobenzo[d]thiazol-2-amin FC1=C(C(=CC2=C1N=C(S2)N)F)F